C(C#C)OC1CCC(CC1)=O 4-(propargyloxy)cyclohexanone